benzyl 2-(benzyloxy)-4-(N-((5-cyclohexylpyrimidin-2-yl)methyl)-2,2,2-trifluoroacetamido)benzoate C(C1=CC=CC=C1)OC1=C(C(=O)OCC2=CC=CC=C2)C=CC(=C1)N(C(C(F)(F)F)=O)CC1=NC=C(C=N1)C1CCCCC1